3-Methyl-2-oxobutyric acid sodium salt [Na+].CC(C(C(=O)[O-])=O)C